BrC=1SC(=CC1)C=1C(=C(C=CC1)C1=CC=CC=C1)C 2-bromo-5-(2-methyl-[1,1'-biphenyl]-3-yl)thiophene